S=O.[Li] lithium sulfur oxide